C(#N)C=1C=C2N=CC=NC2=CC1C#N 6,7-dicyano-quinoxaline